methyl 8-fluoro-1,7-dihydroxybenzo[d][1,2,3]diazaborinine-2(1H)-carboxylate FC1=C(C=CC2=C1B(N(N=C2)C(=O)OC)O)O